2-(5-(4-chlorophenyl)-2-(ethylsulfonyl)pyrazolo[1,5-a]pyrimidin-3-yl)-3-methyl-6-(trifluoromethyl)-3H-imidazo[4,5-b]pyridine ClC1=CC=C(C=C1)C1=NC=2N(C=C1)N=C(C2C2=NC=1C(=NC=C(C1)C(F)(F)F)N2C)S(=O)(=O)CC